NCC1=CC=C(C=C1)CC(=O)O 4-aminomethylphenylacetic acid